ethyl tetrolate C(C#CC)(=O)OCC